(R)-N-(2-Cyclopropoxy-1-(3-(trifluoromethoxy)phenyl)ethyl)-2-(3,3-difluoro-1-hydroxycyclobutyl)acetamide C1(CC1)OC[C@@H](C1=CC(=CC=C1)OC(F)(F)F)NC(CC1(CC(C1)(F)F)O)=O